(7-(1-benzylpiperidin-3-yl)pyrazolo[1,5-a]pyrimidin-2-yl)boronic acid C(C1=CC=CC=C1)N1CC(CCC1)C1=CC=NC=2N1N=C(C2)B(O)O